CC1=C(OC(C(=O)O)(C)C)C(=CC(=C1)CN1CCN(CC1)CC1=CC=C(C=C1)SC)C 2-(2,6-dimethyl-4-((4-(4-(methylthio)benzyl)piperazin-1-yl)methyl)phenoxy)-2-methylpropanoic acid